2-(((5-Bromo-1H-benzo[d]imidazol-2-yl)methyl)thio)-3-phenethylpteridin-4(3H)-one BrC1=CC2=C(NC(=N2)CSC2=NC3=NC=CN=C3C(N2CCC2=CC=CC=C2)=O)C=C1